C=C1CN2C[C@@H]3[C@H]([C@]2(C1)C(=O)OC)C3 methyl (1aS,6aR,6bR)-5-methylenehexahydrocyclopropa[a]pyrrolizine-6a(4H)-carboxylate